((1S,4S,6R)-6-(benzo[d]oxazol-2-ylamino)-2-azabicyclo[2.2.1]heptan-2-yl)(6-methyl-3-(2H-1,2,3-triazol-2-yl)pyridin-2-yl)methanone O1C(=NC2=C1C=CC=C2)N[C@@H]2C[C@@H]1CN([C@H]2C1)C(=O)C1=NC(=CC=C1N1N=CC=N1)C